(R)-3-(3-oxo-1,3,5,6,7,8-hexahydro-2H-pyrrolo[3,4-g]isoquinolin-2-yl)piperidine-2,6-dione O=C1N(CC2=CC=3CCNCC3C=C21)[C@H]2C(NC(CC2)=O)=O